BrCCNCC(COCC1=CC=CC=C1)O 3-((2-bromoethyl)amino)-1-benzyloxy-2-propanol